4-((2,2-Dimethyltetrahydro-2H-pyran-4-yl)-amino)-3-nitroquinoline-6-carbonitrile CC1(OCCC(C1)NC1=C(C=NC2=CC=C(C=C12)C#N)[N+](=O)[O-])C